CC(CCC)N1C(C2=C3C(C=CC=C13)=CC=C2)=CC=C2C(C(CC2)=CC=C2N(C1=CC=CC=3C1=C2C=CC3)C(CCC)C)=C3C(N(C(N(C3=O)CCCC)=O)C(COC)C)=O 5-[2,5-bis[2-[1-(1-methylbutyl)-benzo[cd]indol-2(1H)-ylidene]ethylidene]-cyclopentylidene]-1-butyl-3-(2-methoxy-1-methylethyl)-2,4,6(1H,3H,5H)-pyrimidinetrione